C1=CC=C(C=C1)CS The molecule is a thiol that is toluene in which one of the methyl hydrogens has been replaced by a sulfanyl group. It has a role as a plant metabolite. It is a thiol and a member of benzenes. It derives from a hydride of a toluene.